4-(4-((1R,5S)-3,8-diazabicyclo[3.2.1]octan-3-yl)-8-fluoro-2-((1-methyl-1H-imidazol-5-yl)methoxy)quinazolin-7-yl)naphthalen-2-ol [C@H]12CN(C[C@H](CC1)N2)C2=NC(=NC1=C(C(=CC=C21)C2=CC(=CC1=CC=CC=C21)O)F)OCC2=CN=CN2C